4,5-dimethoxy-2-nitro-benzamide COC1=CC(=C(C(=O)N)C=C1OC)[N+](=O)[O-]